C(=O)(O)CC=1C(=C(C(=O)NC2=CC=C(C(=O)O)C=C2)C=C(C1)O)O 4-(3-(carboxymethyl)-2,5-dihydroxybenzoylamino)benzoic acid